C[C@H]1C=CC[C@@H](CN1)N (3S,7S)-7-methyl-2,3,4,7-tetrahydro-1H-azepin-3-amine